O1CCC(CC1)C1=NC=2C(=NC=CC2C2CCN(CC2)C(=O)C2=CC=C(C=C2)CC(F)(F)F)N1 [4-(2-Tetrahydropyran-4-yl-3H-imidazo[4,5-b]pyridin-7-yl)-1-piperidyl]-[4-(2,2,2-trifluoroethyl)phenyl]methanone